prop-2-en-1-yl N-{[({3-[5-({[(3-chloro-4-methylphenyl)carbamoyl]amino}methyl)-1-oxo-3H-isoindol-2-yl]-2,6-dioxopiperidin-1-yl}methyl)carbamoyl]methyl}carbamate ClC=1C=C(C=CC1C)NC(=O)NCC=1C=C2CN(C(C2=CC1)=O)C1C(N(C(CC1)=O)CNC(=O)CNC(OCC=C)=O)=O